FC=1C=CC(=C(C1)[C@@H](NC(C1=CC(=CC(=C1)C1=NC=C(C=N1)N1CCNCC1)C)=O)C=1NC2=CC=CC=C2C1)O (R)-N-((5-fluoro-2-hydroxyphenyl)(1H-indol-2-yl)methyl)-3-methyl-5-(5-(piperazin-1-yl)pyrimidin-2-yl)benzamide